N-((R)-1-cyclohexyl-2,2,2-trifluoroethyl)-2-(2,6-dioxopiperidin-3-yl)-1-oxoisoindoline-5-carboxamide C1(CCCCC1)[C@H](C(F)(F)F)NC(=O)C=1C=C2CN(C(C2=CC1)=O)C1C(NC(CC1)=O)=O